3-(2-methylpyrazol-3-yl)benzoic acid CN1N=CC=C1C=1C=C(C(=O)O)C=CC1